[Na].CC=1N=C(N=NC1C)S(=O)(=O)N 5,6-dimethyl-1,2,4-triazin-3-ylsulfonamide sodium salt